Dibromopentane CC(CC(C)Br)Br